C1(CCCCC1)OC1=CC=CC(=N1)S(=O)(=O)NC(=O)C=1C(=NC=CC1)N1C(CC(C1)C)(C)C N-[[6-(Cyclohexoxy)-2-pyridyl]sulfonyl]-2-(2,2,4-trimethylpyrrolidin-1-yl)pyridin-3-carboxamid